FC(OC1=CC2=C(N=C(O2)C=2C(=C(C=CC2)C2=C(C(=CC=C2)C=2SC(=CC2)CN2CCCC2)C)C)C=C1CN1[C@@H](CCC1)C(=O)O)F ((6-(difluoromethoxy)-2-(2,2'-dimethyl-3'-(5-(pyrrolidin-1-ylmethyl)thiophen-2-yl)-[1,1'-biphenyl]-3-yl)benzo[d]oxazol-5-yl)methyl)-L-proline